CN1N=CC(=C1)CC=1NC(=NN1)C=1C=C(OC2=CC=C3C(=N2)C=CN3)C=CC1 5-(3-(5-((1-methyl-1H-pyrazol-4-yl)methyl)-4H-1,2,4-triazol-3-yl)phenoxy)-1H-pyrrolo[3,2-b]pyridine